COC1=CC=CC(=N1)C=1CC(NN1)C=1C=C2CN(C(C2=CC1)=O)N1C(CCCC1=O)=O 5-[5-(6-methoxypyridin-2-yl)-3,4-dihydro-2H-pyrazol-3-yl]-1-oxo-3H-isoindol-2-ylpiperidine-2,6-dione